4-(((2Z)-3-cyclohexyl-4-oxo-5-(3,4,5-trimethoxybenzylidene)thiazolidin-2-ylidene)amino)benzenesulphonamide C1(CCCCC1)N1/C(/SC(C1=O)=CC1=CC(=C(C(=C1)OC)OC)OC)=N/C1=CC=C(C=C1)S(=O)(=O)N